N-(2-(Aminomethyl)benzyl)-N-(2-oxo-2-((2'-oxo-1,1',2,3-tetrahydrospiro[indene-2,3'-pyrrolo[2,3-b]pyridin]-5-yl)amino)ethyl)pivalamide NCC1=C(CN(C(C(C)(C)C)=O)CC(NC=2C=C3CC4(C(NC5=NC=CC=C54)=O)CC3=CC2)=O)C=CC=C1